FC1=CC=C2C(NC(=NC2=C1)CCC(=O)N1CCN(CC1)C1=CC=C(C=N1)C#N)=O 6-[4-[3-(7-fluoro-4-oxo-3H-quinazolin-2-yl)propionyl]piperazin-1-yl]pyridine-3-carbonitrile